O=C1N(CC2=CC=C(C=C12)CCCCCC(N1CCC(CC1)N1N=CC(=C1)C1=NC2=CC=CC=C2N=C1)=O)C1C(NC(CC1)=O)=O 3-(1-oxo-6-(6-oxo-6-(4-(4-(quinoxalin-2-yl)-1H-pyrazol-1-yl)piperidin-1-yl)hexyl)isoindolin-2-yl)piperidine-2,6-dione